((R)-1-fluoro-5,13,14-trimethyl-5a,6,7,8,9,10-hexahydro-5H-6,9-epiminoazepino[2',1':3,4][1,4]oxazepino[5,6,7-ij][2,7]naphthyridin-2-yl)aniline FC1=C(N=C2C3=C(N=C(C(=C13)C)C)N1C([C@H](O2)C)C2CCC(C1)N2)NC2=CC=CC=C2